FC(C)(F)C1=NC(=CC(=N1)NC1=CC(=NC=C1C=1N=CN(C(C1)=O)CCOC)NC(C)=O)C N-(4-((2-(1,1-difluoroethyl)-6-methylpyrimidin-4-yl)amino)-5-(1-(2-methoxyethyl)-6-oxo-1,6-dihydropyrimidin-4-yl)pyridin-2-yl)acetamide